di(melamine) phosphate P(=O)(O)(O)O.N1=C(N)N=C(N)N=C1N.N1=C(N)N=C(N)N=C1N